(2-(2,6-dioxopiperidin-3-yl)-3-oxoisoindolin-5-yl)methyl (3-chloro-2,6-difluoro-4-methylphenyl)carbamate ClC=1C(=C(C(=CC1C)F)NC(OCC=1C=C2C(N(CC2=CC1)C1C(NC(CC1)=O)=O)=O)=O)F